5-[3-((R)-(-)-5,7-Dibromo-1,2,3,4-tetrahydro-naphthalen-1-ylamino)-propylamino]-4H-thieno[3,2-b]pyridine-7-one BrC1=C2CCC[C@H](C2=CC(=C1)Br)NCCCNC1=CC(C2=C(N1)C=CS2)=O